N1N=CC2=CC=CC(=C12)CNC(=S)NC1=CC=C(C=C1)Cl 1-[(1H-indazol-7-yl)methyl]-3-(4-chlorophenyl)thiourea